o-cresolAt C=1(C(=CC=CC1O)C(=O)[O-])C